2-[rac-3-azabicyclo[3.2.1]octan-3-yl]-N-(3-sulfamoyl-phenyl)-5-(trifluoro-methyl)pyridine-3-carboxamide C12CN(CC(CC1)C2)C2=NC=C(C=C2C(=O)NC2=CC(=CC=C2)S(N)(=O)=O)C(F)(F)F